S1C(C(C1)=O)=O thietanedione